C1(CC1)C=1N=NN(C1)[C@H](C(=O)N1[C@@H](C[C@H](C1)O)C(=O)NCC1C(CCCC1)N1CCCC1)C(C)(C)C (2S,4r)-1-[(2S)-2-(4-cyclopropyl-triazol-1-yl)-3,3-dimethyl-butyryl]-4-hydroxy-N-[(2-pyrrolidin-1-ylcyclohexyl)methyl]pyrrolidine-2-carboxamide